(2r,3s,5r)-2-(((6-(5-chloropyrimidin-2-yl)bicyclo[4.1.0]hept-3-yl)oxy)methyl)-5-methyl-3-(methylsulfonylmethyl)pyrrolidine-1-carboxylic acid methyl ester COC(=O)N1[C@H]([C@H](C[C@H]1C)CS(=O)(=O)C)COC1CC2CC2(CC1)C1=NC=C(C=N1)Cl